5-(2-amino-4-(1-cyclopropyl-2-(pyridin-3-yl)-3-((tetrahydro-2H-pyran-2-yl)oxy)propan-2-yl)quinazoline-6-yl)-4-methoxy-1-methylpyridin-2(1H)-one NC1=NC2=CC=C(C=C2C(=N1)C(CC1CC1)(COC1OCCCC1)C=1C=NC=CC1)C=1C(=CC(N(C1)C)=O)OC